tert-butyl (S)-4-(6-cyano-1-(2-isopropyl-4-methylpyridin-3-yl)-2-oxo-7-(2,3,4-trifluorophenyl)-1,2-dihydropyrido[2,3-d]pyrimidin-4-yl)-3-methylpiperazine-1-carboxylate C(#N)C1=CC2=C(N(C(N=C2N2[C@H](CN(CC2)C(=O)OC(C)(C)C)C)=O)C=2C(=NC=CC2C)C(C)C)N=C1C1=C(C(=C(C=C1)F)F)F